ClC=1C=C(C(=O)O)C=C(C1C1=CN(C2=NC=C(C=C21)C=2C(=NOC2C)C)C=2C=NC(=NC2)C2CC2)OC2CCC2 3-chloro-5-cyclobutoxy-4-(1-(2-cyclopropylpyrimidin-5-yl)-5-(3,5-dimethylisoxazol-4-yl)-1H-pyrrolo[2,3-b]pyridin-3-yl)benzoic acid